methyl (2S)-3-cyclopropyl-2-(1H-indole-2-carbonylamino)propanoate C1(CC1)C[C@@H](C(=O)OC)NC(=O)C=1NC2=CC=CC=C2C1